3-isopropyl-2-methyl-5-(7H-pyrrolo[2,3-d]pyrimidin-5-yl)-3H-imidazo[4,5-b]pyridine C(C)(C)N1C(=NC=2C1=NC(=CC2)C2=CNC=1N=CN=CC12)C